COC1=C(C(=CC(=C1)C=CC(C)C)OC)C1=C2CC(N(C2=CC=C1C)CC)=O 4-(2,6-Dimethoxy-4-(3-methylbut-1-en-1-yl)phenyl)-1-ethyl-5-methylindolin-2-one